N-[4-[7,7-dibutyl-10-(2-trimethylsilylethynyl)-3,11-dithiatricyclo[6.3.0.02,6]undeca-1(8),2(6),4,9-tetraen-4-yl]phenyl]-4-(4-hexoxyphenyl)-N-[4-(4-hexoxyphenyl)phenyl]aniline C(CCC)C1(C=2C=C(SC2C=2SC(=CC12)C#C[Si](C)(C)C)C1=CC=C(C=C1)N(C1=CC=C(C=C1)C1=CC=C(C=C1)OCCCCCC)C1=CC=C(C=C1)C1=CC=C(C=C1)OCCCCCC)CCCC